5-(Trifluoromethyl)-1H-benzo[d]imidazol-2-amine FC(C1=CC2=C(NC(=N2)N)C=C1)(F)F